O=C1[C@H]2CN([C@@H](C1)C2)C2=NC=1N(C=C2)N=CC1C(=O)NC=1C(=NN(C1)C1CCC(CC1)CCO)C(F)F 5-((1R,4R)-2-oxo-5-azabicyclo[2.2.1]heptane-5-yl)-N-(3-(Difluoromethyl)-1-((1R,4R)-4-(2-hydroxyethyl)cyclohexyl)-1H-pyrazol-4-yl)pyrazolo[1,5-a]pyrimidine-3-Formamide